ClC=1C=C(C=C(C1)C)N1N=CC(=C1)[C@H](C(=O)NC1=CC(=NN1)C1CC1)C (R)-2-(1-(3-chloro-5-methylphenyl)-1H-pyrazol-4-yl)-N-(3-cyclopropyl-1H-pyrazol-5-yl)propanamide